S(=O)(=O)(ON1C([C@@H](C1=O)NC(\C(\C=1N=C(SC1)N)=N/O[C@@H](COC1=CC=C(C=C1)C1=CC(=[N+](C=C1)C)NCCCN)C(=O)O)=O)(C)C)[O-] (S)-3-((Z)-2-(((S)-2-(4-(2-((3-aminopropyl)amino)-1-methylpyridin-1-ium-4-yl)phenoxy)-1-carboxyethoxy)imino)-2-(2-aminothiazol-4-yl)acetamido)-2,2-dimethyl-4-oxoazetidin-1-yl sulfate